acrylamidopropyltri(β-methoxy-ethoxy)silane C(C=C)(=O)NCCC[Si](OCCOC)(OCCOC)OCCOC